CN1C[C@@H]2[C@H](C1)CN(C2)[C@@H]2CN(CC2)C(=O)OC(C)(C)C tert-Butyl (S)-3-((3aR,6aS)-5-methylhexahydro-pyrrolo[3,4-c]pyrrol-2(1H)-yl)pyrrolidine-1-carboxylate